2-[5-[[bis(tert-butoxycarbonyl)amino]methyl]-4-chloro-6-oxo-pyridazin-1-yl]propanoic acid C(C)(C)(C)OC(=O)N(C(=O)OC(C)(C)C)CC1=C(C=NN(C1=O)C(C(=O)O)C)Cl